5-ethyl-1-((2R,5S)-5-(hydroxymethyl)-2,5-dihydrofuran-2-yl)pyrimidine-2,4(1H,3H)-dione C(C)C=1C(NC(N(C1)[C@@H]1O[C@@H](C=C1)CO)=O)=O